(3,6-dimethoxypyridazin-4-yl)-3-fluorobenzoic acid COC=1N=NC(=CC1C1=C(C(=O)O)C=CC=C1F)OC